diphenylphosphonooxybisphenol A C1(=CC=CC=C1)OP(=O)(OC1=CC=CC=C1)OC1=C(O)C=CC(=C1)C(C)(C)C1=CC=C(C=C1)O